(E)-N-((1,2,3,5,6,7-hexahydro-s-indacen-4-yl)carbamoyl)-3-methyl-3-(methylsulfonamido)but-1-ene-1-sulfonamide C1CCC2=C(C=3CCCC3C=C12)NC(=O)NS(=O)(=O)\C=C\C(C)(NS(=O)(=O)C)C